2-(4-cyclopropyl-6-methoxy-pyrimidin-5-yl)-4-[[5-fluoro-6-[1-isopropyl-4-(trifluoromethyl)imidazol-2-yl]-3-pyridyl]methoxy]-6-methyl-pyrimidine C1(CC1)C1=NC=NC(=C1C1=NC(=CC(=N1)OCC=1C=NC(=C(C1)F)C=1N(C=C(N1)C(F)(F)F)C(C)C)C)OC